ethyl 2-(6-chloro-2-pyridyl)acetate ClC1=CC=CC(=N1)CC(=O)OCC